(4-((2-aminophenyl)carbamoyl)benzyl)-5-((phenylamino)methyl)thiazole-2-carboxamide NC1=C(C=CC=C1)NC(=O)C1=CC=C(CC=2N=C(SC2CNC2=CC=CC=C2)C(=O)N)C=C1